BrC1=CC=C(C=C1)[C@H]1CCC[C@H]2COC([C@@H]12)=O (3aR,7S,7aS)-7-(4-bromophenyl)hexahydroisobenzofuran-1(3H)-one